1-methyl-N-(5-(5-methyl-1,2,4-oxadiazol-3-yl)-2,3-dihydro-1H-inden-1-yl)-1H-pyrazole-5-carboxamide CN1N=CC=C1C(=O)NC1CCC2=CC(=CC=C12)C1=NOC(=N1)C